FC1=C(C=C2NC=C(C[C@H](N)C(=O)O)C2=C1)F 5,6-difluorotryptophan